Tert-Butyl 2-(hydroxymethyl)-6-[[5-(2-oxa-6-azaspiro[3.3]heptan-6-yl)-1-oxo-2,7-naphthyridin-2-yl]methyl]indole-1-carboxylate OCC=1N(C2=CC(=CC=C2C1)CN1C(C2=CN=CC(=C2C=C1)N1CC2(COC2)C1)=O)C(=O)OC(C)(C)C